ClC=1C(=NC(=NC1)NC1CCC(CC1)NCCCCCCCCNC(OC(C)(C)C)=O)C=1C=NN(C1CC1CC1)C tert-butyl (8-(((1r,4r)-4-((5-chloro-4-(5-(cyclopropylmethyl)-1-methyl-1H-pyrazol-4-yl)pyrimidin-2-yl)amino)cyclohexyl)amino)octyl)carbamate